N-[(5,6-dichloro-1H-benzimidazol-2-yl)methyl]-8-[1-(difluoromethyl)-1H-pyrazol-4-yl]-2-(morpholin-4-yl)pyrazolo[1,5-a][1,3,5]triazin-4-amine ClC1=CC2=C(NC(=N2)CNC2=NC(=NC=3N2N=CC3C=3C=NN(C3)C(F)F)N3CCOCC3)C=C1Cl